(3S)-1-[(2R)-2-[4-(2-ethylphenyl)-2-oxo-chromen-7-yl]oxypropanoyl]piperidine-3-carboxylic acid C(C)C1=C(C=CC=C1)C1=CC(OC2=CC(=CC=C12)O[C@@H](C(=O)N1C[C@H](CCC1)C(=O)O)C)=O